bicyclo[2.2.1]-hept-2-ene C12C=CC(CC1)C2